BrC1=CC=C2C(CC3(CCN(CC3)CC=3OC(=NN3)C3=CC=C(C=C3)Cl)OC2=C1)O 7-bromo-1'-((5-(4-chlorophenyl)-1,3,4-oxadiazol-2-yl)methyl)spiro[chromane-2,4'-piperidin]-4-ol